ClC=1C=NC(=NC1)OC1=C2C=NC(=NC2=CC=C1)OCC 5-(5-chloropyrimidin-2-yl)oxy-2-ethoxy-quinazoline